BrC1=CC(=CC2=CC=CC=C12)OC 1-bromo-3-methoxynaphthalene